N-((5-(4-chlorophenyl)-2-thienyl)methyl)-1,5,7-trimethyl-4-oxo-4,5-dihydro-1H-pyrrolo[3,2-c]pyridine-3-carboxamide ClC1=CC=C(C=C1)C1=CC=C(S1)CNC(=O)C1=CN(C2=C1C(N(C=C2C)C)=O)C